CN1N=CC(=C1)N1C(C2=CC=C(C=C2CC1)C(=O)N)=O 2-(1-methyl-1H-pyrazol-4-yl)-1-oxo-1,2,3,4-tetrahydroisoquinoline-6-carboxamide